3-bromo-1-cyclopropyl-1H-pyrazolo[3,4-d]pyrimidin-4-amine BrC1=NN(C2=NC=NC(=C21)N)C2CC2